CC1=CC=CC(=N1)C1=NC=CC(=N1)NC1=NC(=NC=C1)NC1=CC=C(C=N1)S(=O)(=O)N 6-[[4-[[2-(6-methyl-2-pyridyl)pyrimidin-4-yl]amino]pyrimidin-2-yl]amino]pyridine-3-sulfonamide